2-chloro-6,7-difluoroquinoline-3-carboxylic acid ethyl ester C(C)OC(=O)C=1C(=NC2=CC(=C(C=C2C1)F)F)Cl